C(C)O[PH2]=O ethoxyphosphin oxide